(R)-4-benzyl-3-((2R,3S)-2-((2,3-dihydro-1H-inden-2-yl)oxy)-3-(3,5-dimethoxy-4-methylphenyl)-3-hydroxypropionyl)oxazolidin-2-one C(C1=CC=CC=C1)[C@H]1N(C(OC1)=O)C([C@@H]([C@@H](O)C1=CC(=C(C(=C1)OC)C)OC)OC1CC2=CC=CC=C2C1)=O